C(#N)CC(N1N=CC(=C1)C=1C2=C(N=CN1)N(C=C2)COCC[Si](C)(C)C)C2(CCCC2)CNC(OC(C)(C)C)=O tert-Butyl [(l-2-cyano-1-[4-(7-[2-(trimethylsilyl)ethoxy]methyl-7H-pyrrolo[2,3-d]pyrimidin-4-yl)-1H-pyrazol-1-yl]ethylcyclopentyl)methyl]carbamate